ClC1=C(C=CC=C1F)S(=O)O 2-chloro-3-fluorobenzenesulfinic acid